BrC1=CC2=CN(N=C2C=C1OC)C1CCC(CC1)C(=O)OC(C)(C)C tert-Butyl (1r,4r)-4-(5-bromo-6-methoxy-2H-indazol-2-yl)cyclohexane-1-carboxylate